OC12C#CC=CC#CC(C(=CCC1)C2=O)O 1,8-dihydroxy-bicyclo(7.3.1)trideca-4,9-diene-2,6-diyne-13-one